C1(=CC=CC=C1)CS(=O)(=O)OC1=C(OC(C1=O)C1=C(C=CC=C1F)F)N 2-amino-5-(2,6-difluorophenyl)-4-oxo-4,5-dihydrofuran-3-yl phenylmethanesulfonate